CC1=CC=C(CN[C@@H](C(C)(C)S)C(=O)O)C=C1 4-methylbenzyl-L-penicillamine